CC1=CC(=CC=2N(C(=NC21)CN2CCC(CC2)OC2=NC(=CC=C2)COC2=C(C=C(C=C2)C#N)F)C)C(=O)O.OC2=CC=C(C=C2)C(C)(C)C2=CC(=CC=C2)C(C)(C)C2=CC=C(C=C2)O 1,3-Bis(2-(4-hydroxyphenyl)-2-propyl)benzol Methyl-2-((4-((6-((4-cyano-2-fluorophenoxy)methyl)pyridin-2-yl)oxy)piperidin-1-yl)methyl)-1-methyl-1H-benzo[d]imidazole-6-carboxylate